NC=1C=2N(C3=C(N1)C=NC(=C3)C(=O)N(CC3=NC=C(C=C3)C(F)(F)F)C31CC(C3)C1)C=NC2 4-amino-N-(bicyclo[1.1.1]pentan-1-yl)-N-((5-(trifluoromethyl)pyridin-2-yl)methyl)imidazo[1,5-a]pyrido[3,4-e]pyrazine-8-formamide